C(C)(C)(C)OC(N(C)C)OC(C)(C)C N,N-dimethylformamide di-tert-butyl acetal